C(C)(=O)O[C@@H]1[C@H](O[C@@H]([C@H]([C@H]1OC(C)=O)OC(C)=O)OC1=CC=C(C=C1)C1=CC(=CC=C1)CCCCC#C)CCP(O)(O)=O (2-((2R,3R,4S,5S,6R)-3,4,5-triacetoxy-6-((3'-(hex-5-yn-1-yl)-[1,1'-biphenyl]-4-yl)oxy)tetrahydro-2H-pyran-2-yl)ethyl)phosphonic acid